C(C)(C)(C)N1CCNCC1 1-tert-butyl-piperazine